7-chloro-8-(6-fluoro-1-methyl-1H-indol-4-yl)-1,4,4,9-tetramethyl-5H-[1,2,4]triazolo[4,3-a]quinoxaline ClC=1C=C2NC(C=3N(C2=C(C1C1=C2C=CN(C2=CC(=C1)F)C)C)C(=NN3)C)(C)C